C(#N)C=1C(=NC(=NC1)NC1=C(C=C(C=C1)N1CCN(CC1)CC)NC(C=C)=O)NC1=C(C=C(C=C1)C#N)OC(C)C N-(2-((5-cyano-4-((4-cyano-2-isopropoxyphenyl)amino)pyrimidin-2-yl)amino)-5-(4-ethylpiperazin-1-yl)phenyl)acrylamide